3-fluoro-5-(4,4,5,5-tetramethyl-1,3,2-dioxaborolan-2-yl)-4-(trifluoromethoxy)aniline FC=1C=C(N)C=C(C1OC(F)(F)F)B1OC(C(O1)(C)C)(C)C